Tertiary butyl-germane C(C)(C)(C)[GeH3]